C1(CC1)OC=1C(=CC2=CN(N=C2C1)C1CCC(CC1)O)C(=O)NC1=CN=C2N1N=CC=C2 6-Cyclopropoxy-2-((1s,4s)-4-hydroxycyclohexyl)-N-(imidazo[1,2-b]pyridazin-3-yl)-2H-indazole-5-carboxamide